[C@@H]1(CCC2=CC=CC=C12)NC(=O)C=1C=NC2=C(C(=CC=C2C1N1CCOCC1)F)N1CC(CC(C1)C)C N-[(1S)-2,3-dihydro-1H-inden-1-yl]-8-(3,5-dimethylpiperidin-1-yl)-7-fluoro-4-(morpholin-4-yl)quinoline-3-carboxamide